tert-butyl ((3R)-1-(6-(1-(5-(6-(pyrrolidin-1-yl)pyrazin-2-yl)-1,3,4-oxadiazol-2-yl)ethyl)pyridazin-3-yl)piperidin-3-yl)carbamate N1(CCCC1)C1=CN=CC(=N1)C1=NN=C(O1)C(C)C1=CC=C(N=N1)N1C[C@@H](CCC1)NC(OC(C)(C)C)=O